C(C)(=O)C1=NC(=CC=C1)C(C)NC1=C(C=CC=C1C(C)C)C(C)C 2-acetyl-6-(1-(2,6-diisopropyl-anilino)ethyl)pyridine